ClC1=NC(=C(C=2N=C(N=C(C21)N2CC(C2)(O)C)SC)F)Cl 1-(5,7-dichloro-8-fluoro-2-(methylthio)pyrido[4,3-d]pyrimidin-4-yl)-3-methylazetidin-3-ol